(1R,2S,5S)-N-((S)-1-(methoxy(methyl)amino)-1-oxo-3-((S)-2-oxopyrrolidin-3-yl)propan-2-yl)-6,6-dimethyl-3-azabicyclo[3.1.0]hexane-2-carboxamide CON(C([C@H](C[C@H]1C(NCC1)=O)NC(=O)[C@@H]1[C@H]2C([C@H]2CN1)(C)C)=O)C